octafluorobiphenyl C1=CC(=C(C(=C1C2=C(C(=C(C(=C2F)F)F)F)F)F)F)F